2-(4-((4-(5-fluoropyridin-2-yl)piperazin-1-yl)methyl)-2,6-dimethylphenoxy)-2-methylpropanoic acid ethyl ester C(C)OC(C(C)(C)OC1=C(C=C(C=C1C)CN1CCN(CC1)C1=NC=C(C=C1)F)C)=O